ClCCCCC(C(=O)O)C1=CC(=C(C=C1)F)F 6-chloro-2-(3,4-difluorophenyl)hexanoic acid